5-methoxycarbonylphenyl-bicyclo[2.2.1]Hept-2-ene COC(=O)C=1C=CC=C(C1)C12C=CC(CC1)C2